NC=1SC2=C(C1C#N)C1(CNC1)C1C(C2)C1 2-aminospiro[4a,5,5a,6-tetrahydrocyclopropa[f]benzothiophene-4,3'-azetidine]-3-carbonitrile